COC=1C=C(C=C(C1OC)[N+](=O)[O-])/C(=C(\C#N)/C(=O)N1CCCCC1)/O (Z)-3-(3,4-dimethoxy-5-nitrophenyl)-3-hydroxy-2-(piperidine-1-carbonyl)acrylonitrile